NC1=NC(=NC=2N1N=C(N2)C=2OC=CC2)N2[C@@H](CCC2)C(=O)N2CCN(CC2)CCN2CCOCC2 4-(2-(4-((7-amino-2-(furan-2-yl)-[1,2,4]triazolo[1,5-a][1,3,5]triazin-5-yl)-L-prolyl)piperazin-1-yl)ethyl)morpholine